CC([C@@H](CN1C([C@@H](NCC1)CC(C)C)=O)C(=O)N1CCC(CC1)(CCN1CCCC1)C)C (S)-1-[(S)-3-Methyl-2-({4-methyl-4-[2-(1-pyrrolidinyl)ethyl]-1-piperidyl}carbonyl)butyl]-3-isobutyl-2-piperazinone